acryloyloxyethyl-dimethyl-isopropyl-ammonium chloride [Cl-].C(C=C)(=O)OCC[N+](C(C)C)(C)C